4-t-butylbipyridine C(C)(C)(C)C1=CC(=NC=C1)C1=NC=CC=C1